benzyl (2R)-2-{[(4-bromobenzenesulfonyl)oxy]methyl}morpholine-4-carboxylate BrC1=CC=C(C=C1)S(=O)(=O)OC[C@H]1CN(CCO1)C(=O)OCC1=CC=CC=C1